O.P(=O)(OCC([C@H](C[C@H]1C(NCC1)=O)NC([C@@H](NC(=O)C=1NC2=CC=CC(=C2C1)OC)CC(C)C)=O)=O)(O)O (3S)-3-({N-[(4-methoxy-1H-indol-2-yl)carbonyl]-L-leucyl}amino)-2-oxo-4-[(3S)-2-oxopyrrolidin-3-yl]butyl dihydrogen phosphate monohydrate